5-(3-((4-(2-fluoro-5-methylphenyl)piperazin-1-yl)methyl)piperidin-1-yl)-2-(furan-2-yl)-[1,2,4]triazolo[1,5-a][1,3,5]triazine-7-amine FC1=C(C=C(C=C1)C)N1CCN(CC1)CC1CN(CCC1)C1=NC=2N(C(=N1)N)N=C(N2)C=2OC=CC2